BrC1=C2C(N3C(=NC2=CC=C1)CC(CC3)CC)=O Bromo-7-ethyl-8,9-dihydro-6H-pyrido[2,1-b]quinazolin-11(7H)-one